NC1=NC=2C=NC(=CC2C2=C1C=NN2C)C(=O)N(C)[C@@H]2COCC1=C2C=CC(=C1F)C(F)(F)F 4-amino-N-((4S)-8-fluoro-7-(trifluoromethyl)-3,4-dihydro-1H-2-benzopyran-4-yl)-N,1-dimethyl-1H-pyrazolo[4,3-c][1,7]naphthyridine-8-carboxamide